tert-butyl N-[2-(6-nitro-5-methyl-indazol-1-yl)ethyl]carbamate [N+](=O)([O-])C1=C(C=C2C=NN(C2=C1)CCNC(OC(C)(C)C)=O)C